acrylic acid-3-methyl-5-ethyl-1-adamantyl ester CC12CC3(CC(CC(C1)(C3)CC)C2)OC(C=C)=O